N[C@@H](C(C)C)C(=O)N[C@@H](CO)C(=O)O Valylserine